8-Fluoro-2,3,4,5-tetrahydrobenzo[b][1,4]oxazepine FC=1C=CC2=C(OCCCN2)C1